C(C)OC=1C(=[N+](C(=CC1)C1=CC=C(C=C1)F)[O-])C(=O)OCC 3-ethoxy-2-(ethoxycarbonyl)-6-(4-fluorophenyl)pyridine 1-oxide